C(C)(C)(C)C1=CC=C(C=C1)C(=O)C1=C(C=C(C(=C1)O)O)F (4-tert-butylphenyl)(2-fluoro-4,5-dihydroxyphenyl)methanone